5-bromo-N-(1H-indol-3-yl)-3,4-dihydroisoquinoline-2(1H)-carboxamide BrC1=C2CCN(CC2=CC=C1)C(=O)NC1=CNC2=CC=CC=C12